CC1(C(C2CCNC12)OC=1C=2N(C=C(N1)C=1C=NN(C1)C)N=CC2)C 4-((7,7-dimethyl-2-azabicyclo[3.2.0]heptan-6-yl)oxy)-6-(1-methyl-1H-pyrazol-4-yl)pyrazolo[1,5-a]pyrazine